FC(C(=O)O)(F)F.NC/C(/COC1=CC=C(C(=O)NC2=CC(=CC=C2)OCCOC)C=C1)=C\F (E)-4-((2-aminomethyl-3-fluoroallyl)oxy)-N-(3-(2-methoxyethoxy)phenyl)benzamide trifluoroacetate